2-chloro-4-((3-(4-(cyanomethoxy)-2,3-difluorophenyl)imidazo[1,2-a]pyrazin-8-yl)amino)benzoic acid hydrochloride Cl.ClC1=C(C(=O)O)C=CC(=C1)NC=1C=2N(C=CN1)C(=CN2)C2=C(C(=C(C=C2)OCC#N)F)F